C([C@@H]([C@H]([C@@H]([C@@H](CO)O)O)O)O)O (2S,3R,4R,5R)-Hexane-1,2,3,4,5,6-hexol